CC(CC1=NC(=NO1)C1=CC=CC(=N1)N1CCN(CCC1)C1CCN(CC1)C(C)C)(C)C 1-{6-[5-(2,2-Dimethylpropyl)-1,2,4-oxadiazol-3-yl]pyridine-2-yl}-4-[1-(propan-2-yl)piperidin-4-yl]-1,4-diazepane